4-[2-(2-azidoethoxy)-ethylamino]-2-(2,6-dioxopiperidin-3-yl)-isoindole N(=[N+]=[N-])CCOCCNC=1C2=CN(C=C2C=CC1)C1C(NC(CC1)=O)=O